Cl.Cl.CC([C@@H](C(=O)N1[C@@H](C[C@H](C1)O)C(=O)N[C@@H](C)C1=CC=C(C=C1)C1=C(N=CS1)C)NC(CN1CCNCC1)=O)(C)C (2S,4R)-1-[(2S)-3,3-dimethyl-2-[2-(piperazin-1-yl)acetamido]butanoyl]-4-hydroxy-N-[(1S)-1-[4-(4-methyl-1,3-thiazol-5-yl)phenyl]ethyl]pyrrolidine-2-carboxamide dihydrochloride